3,5-bis(t-butyl)-4-hydroxy-benzoyl chloride C(C)(C)(C)C=1C=C(C(=O)Cl)C=C(C1O)C(C)(C)C